1-(1-methylpiperidin-4-yl)-1,4-diazepane trifluoroacetate FC(C(=O)O)(F)F.CN1CCC(CC1)N1CCNCCC1